CN(C=1C=C(N=NC1)N1N=CC(=C1)C(C)O)C 1-(1-(5-(dimethylamino)pyridazin-3-yl)-1H-pyrazol-4-yl)ethan-1-ol